dodecylmonomethylammonium chloride [Cl-].C(CCCCCCCCCCC)[NH2+]C